cubane C12C3C4C5C3C1C5C24